C1(CC1)C=1N=NN(C1)[C@H](C(=O)N1[C@@H](C[C@H](C1)O)C(=O)NCC=1OC(=C(N1)C)C)C(C)(C)C (2S,4R)-1-[(2S)-2-(4-cyclopropyltriazol-1-yl)-3,3-dimethyl-butanoyl]-N-[(4,5-dimethyloxazol-2-yl)methyl]-4-hydroxy-pyrrolidine-2-carboxamide